ClC1=NC=C(C(=C1)N1CCN(CC1)C(C)O)C#CC=1C=NN(C1)CCF (4-(2-chloro-5-((1-(2-fluoroethyl)-1H-pyrazol-4-yl)ethynyl)pyridin-4-yl)piperazin-1-yl)ethan-1-ol